C(C1=CC=CC=C1)(=O)NC(=O)C=1N(C(N2C1CN(CC2)C(C2=CC(=C(C=C2)Br)Cl)=O)=O)C2=CC=C(OCC(=O)O)C=C2 2-[4-[1-(benzoylcarbamoyl)-7-(4-bromo-3-chloro-benzoyl)-3-oxo-6,8-dihydro-5H-imidazo[1,5-a]pyrazin-2-yl]phenoxy]acetic acid